2-[2-bromo-6-(carboxymethyl-sulfanyl)pyridin-4-yl]acetic acid BrC1=NC(=CC(=C1)CC(=O)O)SCC(=O)O